CC1(C(N(CC1)NCC1=NC=C(C=C1)C(F)(F)F)=O)C 3,3-dimethyl-1-[[5-(trifluoromethyl)-2-pyridyl]methylamino]pyrrolidin-2-one